OC1=C(C(=CC(=C1)/C=C/C(=O)O)O)[C@H]1[C@@H](CCC(=C1)C)C(=C)C (E)-3-((1'R,2'R)-2,6-dihydroxy-5'-methyl-2'-(prop-1-en-2-yl)-1',2',3',4'-tetrahydro-[1,1'-biphenyl]-4-yl)acrylic acid